(S)-2-Amino-3-(1H-indol-3-yl)propyl-6-(2-(4-fluoro-3-methylphenyl)pyridin-3-yl)imidazo[1,5-a]pyridin-3-carboxylat N[C@H](COC(=O)C1=NC=C2N1C=C(C=C2)C=2C(=NC=CC2)C2=CC(=C(C=C2)F)C)CC2=CNC1=CC=CC=C21